FC1(C(C1)C=1C=NC=2N(C1)C=C(N2)C(=O)N2C[C@@H]([C@H](CC2)N2CC1=CC=CC=C1CC2)O)F (6-(2,2-Difluorocyclopropyl)imidazo[1,2-a]pyrimidin-2-yl)((3S,4S)-4-(3,4-dihydroisoquinolin-2(1H)-yl)-3-hydroxypiperidin-1-yl)methanone